(1S,2R)-3-amino-1-(4-fluorophenyl)-1-(o-tolyl)propan-2-ol NC[C@@H]([C@H](C1=C(C=CC=C1)C)C1=CC=C(C=C1)F)O